7-(2-((3aS,4R,6aR)-4-(4-Amino-7H-pyrrolo[2,3-d]pyrimidin-7-yl)-2,2-dimethyl-3a,6a-dihydro-4H-cyclopenta[d][1,3]dioxol-6-yl)ethyl)quinoxalin-2-amine NC=1C2=C(N=CN1)N(C=C2)[C@@H]2C=C([C@H]1OC(O[C@H]12)(C)C)CCC1=CC=C2N=CC(=NC2=C1)N